CN(C=1C=C(C=CC1)[C@H]1N(C[C@@H](CC1)C)C(C(=O)NC1=NC=CC=C1C(=O)N)=O)C [[2-[(2S,5R)-2-[3-(dimethylamino)phenyl]-5-methyl-1-piperidyl]-2-oxo-acetyl]amino]pyridine-3-carboxamide